[5-(ethylsulfonylimino)-6-[3-methyl-6-(trifluoromethyl)imidazo[4,5-b]pyridin-2-yl]-3-pyridinyl]cyclopropanecarbonitrile C(C)S(=O)(=O)N=C1CC(=CN=C1C1=NC=2C(=NC=C(C2)C(F)(F)F)N1C)C1(CC1)C#N